2-chloro-N-[1-((6-chloropyridin-3-yl)methyl)pyridin-2(1H)-ylidene]-acetamide ClCC(=O)N=C1N(C=CC=C1)CC=1C=NC(=CC1)Cl